[5-fluoro-2-(1-methylpyrazol-4-yl)-1H-pyrrolo[2,3-b]pyridin-4-yl]piperidine dihydrochloride salt Cl.Cl.FC=1C(=C2C(=NC1)NC(=C2)C=2C=NN(C2)C)N2CCCCC2